(6R)-6-({2-[1-(propan-2-yl)-1H-pyrazol-4-yl]-7-(trifluoromethyl)[1,2,4]triazolo[1,5-c]quinazolin-5-yl}amino)-1,4-diazepan-5-one CC(C)N1N=CC(=C1)C1=NN2C(=NC=3C(=CC=CC3C2=N1)C(F)(F)F)N[C@H]1C(NCCNC1)=O